(E)-3-(4-chlorobenzyl)-2-(2-(pyridine-3-yl)vinyl)quinazolin ClC1=CC=C(CN2C(N=C3C=CC=CC3=C2)\C=C\C=2C=NC=CC2)C=C1